C(C)N(CC)CC.C1(=CC=CC=C1)S(=O)O benzenesulfinic acid triethylamine salt